ClC1=C(N(C(C2=C(C=CC=C12)C1=CC(=C(C(=C1)C)O)C)=O)C1=CC=CC=C1)[C@H](C)NC=1C2=C(N=CN1)NC=CC2=O (S)-4-((1-(4-chloro-8-(4-hydroxy-3,5-dimethylphenyl)-1-oxo-2-phenyl-1,2-dihydroisoquinolin-3-yl)ethyl)amino)pyrido[2,3-d]pyrimidin-5(8H)-one